1-(formamidomethyl)-1H-benzotriazole C(=O)NCN1N=NC2=C1C=CC=C2